tetrahydrofuran-3-carboxylic acid 3-(2-(dimethylamino) ethyl)-1H-indol-4-yl ester HCl salt Cl.CN(CCC1=CNC2=CC=CC(=C12)OC(=O)C1COCC1)C